IC=1C=C(C=C(C1OC)OC)C1(CC1)\C=N\C (E)-1-[1-(3-iodo-4,5-dimethoxy-phenyl)cyclopropyl]-N-methyl-methanimine